C(C)S(=O)(=O)C1=CC=C(CNC(C2=CC=C(C=C2)C2CN(CCO2)C2=CC=C(C=C2)C(F)(F)F)=O)C=C1 N-(4-(ethylsulfonyl)benzyl)-4-(4-(4-(trifluoromethyl)phenyl)morpholin-2-yl)benzamide